N1(CCCCC1)C(\C=C\C1=C(C=CC=C1)O)=O 1-(E)-1-piperidyl-3-(2-hydroxyphenyl)-2-propen-1-one